tert-butylperoxylhexane C(C)(C)(C)OOCCCCCC